O1-tert-butyl O2-ethyl (S)-5,5-difluoropiperidine-1,2-dicarboxylate FC1(CC[C@H](N(C1)C(=O)OC(C)(C)C)C(=O)OCC)F